2-methoxybenzylidene malonate C1(CC(=O)OC(C2=C(C=CC=C2)OC)O1)=O